N-(5-(difluoromethoxy)-1H-pyrazol-3-yl)-6-(((2R,4S)-2-isopropyl-1-methylpiperidin-4-yl)oxy)pyrazin-2-amine FC(OC1=CC(=NN1)NC1=NC(=CN=C1)O[C@@H]1C[C@@H](N(CC1)C)C(C)C)F